N-[2-(2,5-dichlorophenyl)ethyl]-2-[1-[(2,3-difluorophenyl)methyl]-5-oxopyrrolidin-2-yl]acetamid ClC1=C(C=C(C=C1)Cl)CCNC(CC1N(C(CC1)=O)CC1=C(C(=CC=C1)F)F)=O